tert-butyl 4-(6-(1-methyl-1H-pyrazol-4-yl)pyrazolo[1,5-a]pyrimidin-3-yl)piperidine-1-carboxylate CN1N=CC(=C1)C=1C=NC=2N(C1)N=CC2C2CCN(CC2)C(=O)OC(C)(C)C